NC1=C(N(N=C1NCCC1=NN(C=C1)CCO)C)CC amino-3-ethyl-5-((2-(1-(2-hydroxyethyl)-1H-pyrazol-3-yl)ethyl)amino)-2-methylpyrazol